8-((R)-3-amino-piperidin-1-yl)-xanthin N[C@H]1CN(CCC1)C1=NC=2NC(NC(C2N1)=O)=O